tert-butyl ((3R,5R)-5-(4-(4-(3-(2,6-bis(benzyloxy)pyridin-3-yl)phenoxy)piperidin-1-yl)phenyl)-1-methylpiperidin-3-yl)carbamate C(C1=CC=CC=C1)OC1=NC(=CC=C1C=1C=C(OC2CCN(CC2)C2=CC=C(C=C2)[C@H]2C[C@H](CN(C2)C)NC(OC(C)(C)C)=O)C=CC1)OCC1=CC=CC=C1